N1=NC1CCCCNC(CNC(OCC1=CC=CC=C1)=O)=O Benzyl (2-((4-(3H-diazirin-3-yl)butyl)amino)-2-oxoethyl)carbamate